tert-butyl 4-(3,4-dihydro-2H-1,4-benzoxazin-8-yl)piperidine-1-carboxylate O1CCNC2=C1C(=CC=C2)C2CCN(CC2)C(=O)OC(C)(C)C